C(C)[N+]1=C(C=CC=C1)C=CC1=CC=C(C=C1)C=O 1-ethyl-2-(p-formylstyryl)pyridinium